(3R)-4-[2-chloro-6-(methanesulfonylmethyl)pyrimidin-4-yl]-3-methylmorpholine ClC1=NC(=CC(=N1)N1[C@@H](COCC1)C)CS(=O)(=O)C